Cl.N1CCC(CC1)C1=NC=CC=2C(=CC=CC12)N (piperidin-4-yl)isoquinolin-5-amine hydrochloride